{3,5-bis(naphthalen-2-yl)phenyl}pyrimidine C1=C(C=CC2=CC=CC=C12)C=1C=C(C=C(C1)C1=CC2=CC=CC=C2C=C1)C1=NC=CC=N1